O[C@@H](C[N+](C)(C)C)CC([O-])=O.[F] fluorine L-carnitine